3-(4,4-difluoroazepan-1-yl)-N-(2-sulfamoylpyridin-4-yl)quinoxaline-2-carboxamide FC1(CCN(CCC1)C=1C(=NC2=CC=CC=C2N1)C(=O)NC1=CC(=NC=C1)S(N)(=O)=O)F